(6-Chloro-7-methyl-1H-benzimidazol-2-yl)-(5-methyl-7,8-dihydro-5H-1,6-naphthyridin-6-yl)methanone ClC=1C=CC2=C(NC(=N2)C(=O)N2C(C=3C=CC=NC3CC2)C)C1C